C(C1=CC=CC=C1)N(C1CCC(CC1)N1CC(CC1)(F)F)CC1=CC=CC=C1 (1r,4r)-N,N-dibenzyl-4-(3,3-difluoropyrrolidin-1-yl)cyclohexan-1-amine